1-(4-(3-((4-amino-5-(3-methoxy-4-(6-methylpyridin-2-yloxy)phenyl)-7-(2-methoxyethyl)-7H-pyrrolo[2,3-d]pyrimidin-6-yl)ethynyl)azetidin-1-yl)piperidin-1-yl)prop-2-en-1-one NC=1C2=C(N=CN1)N(C(=C2C2=CC(=C(C=C2)OC2=NC(=CC=C2)C)OC)C#CC2CN(C2)C2CCN(CC2)C(C=C)=O)CCOC